COC(=O)N[C@H](C(=O)N1[C@@H]([C@H]2C([C@H]2C1)(C)C)C(=O)O)C(C)(C)C (1R,2S,5S)-3-[(2S)-2-(methoxycarbonylamino)-3,3-dimethyl-butanoyl]-6,6-dimethyl-3-azabicyclo[3.1.0]hexane-2-carboxylic acid